COC(=O)[C@H]1OC(O[C@@H]1C1=C(C=C(C=C1)Cl)Cl)(C)C (4S,5R)-methyl-5-(2,4-dichlorophenyl)-2,2-dimethyl-1,3-dioxolane-4-carboxylate